2-{4-{2-[2-(difluoromethyl)-4-methoxy-1H-benzo[d]imidazol-1-yl]-6-morpholinopyrimidin-4-yl}piperazin-1-yl}-2-oxoethylthiomorpholine FC(C1=NC2=C(N1C1=NC(=CC(=N1)N1CCN(CC1)C(CN1CCSCC1)=O)N1CCOCC1)C=CC=C2OC)F